COC=1C=C(C=NC1)C1=CC=C(C=C1)CN[C@@H]1C[C@@H](C[C@@H](C1)C=1OC=CN1)NC=1C2=C(N=CN1)SC(=C2)CC(F)(F)F (1S,3R,5R)-N1-{[4-(5-methoxypyridin-3-yl)phenyl]methyl}-5-(1,3-oxazol-2-yl)-N3-[6-(2,2,2-trifluoroethyl)thieno(2,3-d)pyrimidin-4-yl]cyclohexane-1,3-diamine